N-(5-fluoropyrimidin-4-yl)-2-[1-oxo-4-prop-2-yl-7-(trifluoromethyl)phthalazin-2-yl]Acetamide FC=1C(=NC=NC1)NC(CN1C(C2=CC(=CC=C2C(=N1)C(C)C)C(F)(F)F)=O)=O